FC1=CC(=C(C#N)C=C1)N1C=NC=2C1=NC(=CC2)C2=NC(=NC=C2)O[C@H](CN2N=NN=C2)C 4-fluoro-2-[5-(2-{[(2S)-1-(1H-tetrazol-1-yl)propan-2-yl]oxy}pyrimidin-4-yl)-3H-imidazo[4,5-b]pyridin-3-yl]benzonitrile